1,4-benzodioxane-6-acetic acid O1CCOC2=C1C=CC(=C2)CC(=O)O